C(C)(C)N1N=C(C(=C1)C1=NC=2C(=NC=CC2C=2C=CC3=C(CCCC[C@H]3NC(=O)C3=NC(=NO3)C(C)(C)C)C2)N1)C 3-tert-Butyl-[1,2,4]oxadiazole-5-carboxylic acid {(R)-2-[2-(1-isopropyl-3-methyl-1H-pyrazol-4-yl)-3H-imidazo[4,5-b]pyridin-7-yl]-6,7,8,9-tetrahydro-5H-benzocyclohepten-5-yl}-amide